S(=O)(=O)(C1=CC=C(C)C=C1)OCCOCCOCCOCCOS(=O)(=O)C1=CC=C(C)C=C1 tetraethylene glycol bistosylate